C(C)(C)(C)SC=1C(=C(C(=O)OC)C=CC1)[N+](=O)[O-] methyl 3-(tert-butylthio)-2-nitrobenzoate